COC1=C(C2=C(C=N1)C=CN2)N2C=NC1=C2C=CC(=C1)N1CCN(CC1)C (6-methoxy-1H-pyrrolo[3,2-c]pyridin-7-yl)-5-(4-methylpiperazin-1-yl)-1H-benzo[d]imidazole